C(C)OC(C=C(CCCCCCCCC(CC)O)O)=O 3,12-dihydroxytetradecenoic acid ethyl ester